BrC1=CC(=C(CC(CO)CO)C=C1)I 2-(4-bromo-2-iodobenzyl)propane-1,3-diol